BrC1=C(C=CC=C1)S(=O)(=O)NC=1C=C2C(N(C(C2=CC1)=O)C1C(NC(CC1)=O)=O)=O 2-bromo-N-(2-(2,6-dioxopiperidin-3-yl)-1,3-dioxoisoindolin-5-yl)benzenesulfonamide